Tert-butyl (3S)-3-[2-[1-(2,6-dioxo-3-piperidyl)-3-methyl-2-oxo-benzimidazol-5-yl]ethyl]-4-methyl-piperazine-1-carboxylate O=C1NC(CCC1N1C(N(C2=C1C=CC(=C2)CC[C@H]2CN(CCN2C)C(=O)OC(C)(C)C)C)=O)=O